2-[6,7-dichloro-3-(1-tetrahydropyran-2-ylpyrazol-4-yl)-1H-indol-2-yl]-N-(1H-pyrazol-3-ylmethyl)acetamide tert-Butyl-N-[6-(hydroxymethyl)pyridin-3-yl]-N-methylcarbamate C(C)(C)(C)OC(N(C)C=1C=NC(=CC1)CO)=O.ClC1=CC=C2C(=C(NC2=C1Cl)CC(=O)NCC1=NNC=C1)C=1C=NN(C1)C1OCCCC1